(2R,3S,3aS,9aR)-2-(1-azidoethyl)-3-(benzyloxy)-2-[(benzyloxy)methyl]-7-methyl-2,3,3a,9a-tetrahydro-6H-furo[2',3':4,5][1,3]Oxazolo[3,2-a]Pyrimidin N(=[N+]=[N-])C(C)[C@]1([C@H]([C@H]2[C@H](N3C(=NCC(=C3)C)O2)O1)OCC1=CC=CC=C1)COCC1=CC=CC=C1